C1(=CC=C(C=C1)NC(=O)[C@@H]1CC[C@H]2N1C([C@H](CN(CC2)C(C)=O)NC(/C=C/C2=CC=C(C=C2)C(F)(F)P(O)(O)=O)=O)=O)C2=CC=CC=C2 ((4-((E)-3-(((5S,8S,10aR)-8-([1,1'-biphenyl]-4-ylcarbamoyl)-3-acetyl-6-oxodecahydro-pyrrolo[1,2-a][1,5]diazocin-5-yl)amino)-3-oxoprop-1-en-1-yl)phenyl)difluoromethyl)phosphonic acid